COC(=O)C1=NN(N=C1)CC=1C(=NC(=CC1)N1CC2CC2C1)C 2-[(6-{3-azabicyclo[3.1.0]hex-3-yl}-2-methylpyridin-3-yl)methyl]-2H-1,2,3-triazole-4-carboxylic acid methyl ester